N-(3,4-difluorophenyl)-4-methylpiperidine-4-carboximidamide FC=1C=C(C=CC1F)NC(=N)C1(CCNCC1)C